methanesulfonyl-(2-dicyclohexylphosphino-2',4',6'-triisopropyl-1,1'-biphenyl) CS(=O)(=O)C=1C(=C(C=CC1)C1=C(C=C(C=C1C(C)C)C(C)C)C(C)C)P(C1CCCCC1)C1CCCCC1